7-bromo-4-methyl-1H-indole BrC=1C=CC(=C2C=CNC12)C